BrC=1N=C(SC1)C1=CN(C2=NC=C(N=C21)C)S(=O)(=O)C2=CC=C(C)C=C2 4-Bromo-2-(2-methyl-5-tosyl-5H-pyrrolo[2,3-b]pyrazin-7-yl)thiazole